2-bromo-4-tert-butyl-phenol BrC1=C(C=CC(=C1)C(C)(C)C)O